tert-butyl (R)-5-((4-(1,4-dimethyl-1H-pyrazol-5-yl)-6-(3-methyl morpholino)pyridin-2-yl)amino)-1H-pyrazole-1-carboxylate CN1N=CC(=C1C1=CC(=NC(=C1)N1[C@@H](COCC1)C)NC1=CC=NN1C(=O)OC(C)(C)C)C